ClC=1C=CC=C2C=CN=C(C12)N[C@H]1CNCCC1 (R)-8-chloro-N-(piperidin-3-yl)isoquinolin-1-amine